N[C@@H](C(=O)O)CC(=O)C1=C(C=CC(=C1)F)N (R)-2-amino-4-(2-amino-5-fluorophenyl)-4-oxobutanoic acid